(S)-4-(5-(5-fluoro-2-methoxypyridin-4-yl)-1H-pyrazole-3-carbonyl)-N-((R)-1-(oxetan-3-yl)piperidin-3-yl)-4-azaspiro[2.5]octane-7-carboxamide FC=1C(=CC(=NC1)OC)C1=CC(=NN1)C(=O)N1C2(CC2)C[C@H](CC1)C(=O)N[C@H]1CN(CCC1)C1COC1